dimethylazetidin CC1(CNC1)C